(S)-4-(((R)-2-methoxypropyl)(4-(5,6,7,8-tetrahydro-1,8-naphthyridin-2-yl)butyl)amino)-2-((2-phenylpyrimidin-4-yl)amino)butanoic acid CO[C@@H](CN(CC[C@@H](C(=O)O)NC1=NC(=NC=C1)C1=CC=CC=C1)CCCCC1=NC=2NCCCC2C=C1)C